2-(azepan-1-yl)-4-((4-(4-(2-fluoroethyl)piperidin-1-yl)phenyl)amino)pyrimido[4,5-d]pyridazin-5(6H)-one N1(CCCCCC1)C=1N=C(C2=C(C=NNC2=O)N1)NC1=CC=C(C=C1)N1CCC(CC1)CCF